BrC1=NNC2=CC(=C(C=C12)[N+](=O)[O-])[N+](=O)[O-] 3-bromo-5,6-dinitro-1H-indazole